2-methyl-2-tert-butyl-5-formyl-4,7-dihydro-1,3-dioxepin CC1(OCC=C(CO1)C=O)C(C)(C)C